CC1=CC=CC=2N1N=C(C2)[C@@H]2N(CCC1=C2N=CN1)C(=O)C=1OC(=NN1)C1=NC=CC=N1 (R)-(4-(7-methylpyrazolo[1,5-a]pyridin-2-yl)-6,7-dihydro-1H-imidazo[4,5-c]pyridin-5(4H)-yl)(5-(pyrimidin-2-yl)-1,3,4-oxadiazol-2-yl)methanone